[3-chloro-4-(trifluoromethyl)phenyl]-[rac-(1R,5S)-6-[5-(2-methoxyethylamino)isoxazol-3-yl]-3-azabicyclo[3.1.0]hexan-3-yl]methanone ClC=1C=C(C=CC1C(F)(F)F)C(=O)N1C[C@H]2C([C@H]2C1)C1=NOC(=C1)NCCOC |r|